(S)-1'-(6-((2-amino-3-chloropyridin-4-yl)thio)-1,2,4-triazin-3-yl)-1,3-dihydrospiro[indene-2,4'-piperidin]-1-d-1-amine NC1=NC=CC(=C1Cl)SC1=CN=C(N=N1)N1CCC2(CC1)[C@@](C1=CC=CC=C1C2)(N)[2H]